2-fluoro-6-[2-(4-fluorophenyl)ethynyl]-4-(trifluoromethyl)aniline FC1=C(N)C(=CC(=C1)C(F)(F)F)C#CC1=CC=C(C=C1)F